NCCN1C[C@@H](CCC1)NC1=CC(=C(N=N1)C1=C(C=C(C=C1)C(F)(F)F)O)C (R)-2-(6-((1-(2-Aminoethyl)piperidin-3-yl)amino)-4-methylpyridazin-3-yl)-5-(trifluoromethyl)phenol